N-(3-Chloro-1H-indol-7-yl)-1-(2-methoxyethyl)pyrazol-4-sulfonamid ClC1=CNC2=C(C=CC=C12)NS(=O)(=O)C=1C=NN(C1)CCOC